tert-butyl 3-(4-(10-((2-(1-(tert-butoxycarbonyl)-2,6-dioxopiperidin-3-yl)-1-oxoisoindolin-4-yl)amino)-10-oxodec-1-yn-1-yl)-1-oxoisoindolin-2-yl)-2,6-dioxopiperidine-1-carboxylate C(C)(C)(C)OC(=O)N1C(C(CCC1=O)N1C(C2=CC=CC(=C2C1)NC(CCCCCCCC#CC1=C2CN(C(C2=CC=C1)=O)C1C(N(C(CC1)=O)C(=O)OC(C)(C)C)=O)=O)=O)=O